Racemic-1-(6-isopropylpyridin-3-yl)-3-(isoquinolin-4-yl)-2-oxoimidazoline-4-carbonitrile C(C)(C)C1=CC=C(C=N1)N1C(N([C@H](C1)C#N)C1=CN=CC2=CC=CC=C12)=O |r|